cyclobutyl-triazole C1(CCC1)C=1N=NNC1